7-{(2-hydroxyethyl)[7-(nonylcarbonyloxy)heptyl]amino}heptyl 10-fluoro-2-octyldecanoate FCCCCCCCCC(C(=O)OCCCCCCCN(CCCCCCCOC(=O)CCCCCCCCC)CCO)CCCCCCCC